C[Si](C)(C)N([Si](C)(C)C)[Cs] di(trimethylsilyl)aminocesium